1-methyl-pyrazole borate B(O)(O)O.CN1N=CC=C1